CNC1COCC2=NC(=CC=C21)C(F)(F)F N-methyl-2-trifluoromethyl-5,8-dihydro-6H-pyrano[3,4-b]pyridin-5-amine